ClC1=NC=C(C(=N1)SC)F 2-chloro-5-fluoro-4-(methylthio)pyrimidine